(3,5-dibromo-4-hydroxyphenyl)-(2,3-dihydro-4H-pyrido[4,3-b][1,4]oxazin-4-yl)-methanone BrC=1C=C(C=C(C1O)Br)C(=O)N1C2=C(OCC1)C=CN=C2